Tert-butyl 4-(7-(benzyloxy)-6-methoxyquinazolin-4-yl)-1,4-diazepane-1-carboxylate C(C1=CC=CC=C1)OC1=C(C=C2C(=NC=NC2=C1)N1CCN(CCC1)C(=O)OC(C)(C)C)OC